(S)-N-(2-(1-(3-chloro-4-((3,5-difluoropyridin-2-yl)methoxy-d2)-5',6-dimethyl-2-carbonyl-2H-[1,4'-bipyridin]-2'-yl)-4-fluoro-1H-pyrazol-3-yl)propan-2-yl)propan-amide ClC=1C(N(C(=CC1OC([2H])([2H])C1=NC=C(C=C1F)F)C)C1=CC(=NC=C1C)N1N=C(C(=C1)F)C(C)(C)NC(CC)=O)=C=O